C(#N)C(C(=O)NC(OCC)=O)=NNC1=CC(=C(C(=C1)Cl)OC=1C=C2CCN(C(C2=CC1)=O)CC1=CC(=C(C=C1)F)F)Cl ethyl (2-cyano-2-(2-(3,5-dichloro-4-((2-(3,4-difluorobenzyl)-1-oxo-1,2,3,4-tetrahydroisoquinolin-6-yl)oxy)phenyl)hydrazono)acetyl)carbamate